4-chlorooxabicyclo[2.1.1]hexane ClC12COC(C1)C2